(S)-1-(5-((3-isopropyl-4-methylpiperazin-1-yl)methyl)benzo[d]isoxazol-3-yl)dihydropyrimidine-2,4(1H,3H)-dione C(C)(C)[C@H]1CN(CCN1C)CC=1C=CC2=C(C(=NO2)N2C(NC(CC2)=O)=O)C1